2-amino-N-(1-(4-chloro-7-ethoxy-1-isobutyl-1H-indazol-6-yl)ethyl)pyrazolo[1,5-a]pyrimidine-3-carboxamide NC1=NN2C(N=CC=C2)=C1C(=O)NC(C)C1=CC(=C2C=NN(C2=C1OCC)CC(C)C)Cl